FC1=C(C(=C(C(=C1OB(O)O)F)F)F)F.C(C)(C)C1=CC=2C(C3=CC=CC=C3SC2C=C1)=O 2-isopropylthioxanthone (pentafluorophenyl)borate